CC(C)N(NOC(C)(C)C)C(=O)NN N'-(propan-2-yl)(tert-butoxy)carbohydrazide